(1R,2S,5S)-N-{(2S)-4-(2,4-difluorophenoxy)-3-oxo-1-[(3S)-2-oxopyrrolidin-3-yl]butan-2-yl}-6,6-dimethyl-3-[N-(trifluoroacetyl)-L-valyl]-3-azabicyclo[3.1.0]hexane-2-carboxamide FC1=C(OCC([C@H](C[C@H]2C(NCC2)=O)NC(=O)[C@@H]2[C@H]3C([C@H]3CN2C([C@@H](NC(C(F)(F)F)=O)C(C)C)=O)(C)C)=O)C=CC(=C1)F